BrC1=C(C(=CC=C1)Br)C(C)C 2,6-dibromoisopropylbenzene